ethyl 4-[(4-hydroxyphenyl)amino]-3-quinolinecarboxylate OC1=CC=C(C=C1)NC1=C(C=NC2=CC=CC=C12)C(=O)OCC